ClC1=NC=NC2=CC(=C(C=C12)OC1CN(C1)C(C=C)=O)OC 1-(3-((4-chloro-7-methoxyquinazolin-6-yl)oxy)azetidin-1-yl)propan-2-en-1-one